4-(chloro(hydroxyimino)methyl)piperidine-1-carboxylic acid tert-butyl ester C(C)(C)(C)OC(=O)N1CCC(CC1)C(=NO)Cl